CC1=CC=2N(N=C1N1CC=3C=C(C=NC3CC1)C(F)(F)F)C(C(=CN2)C2=CC=CC=C2)=O 8-methyl-3-phenyl-7-(3-(trifluoromethyl)-7,8-dihydro-1,6-naphthyridin-6(5H)-yl)-4H-pyrimido[1,2-b]pyridazin-4-one